ClC1=NC(=NC(=C1C=O)NC)SC 4-Chloro-6-methylamino-2-(methylthio)pyrimidin-5-carbaldehyde